ClC1=NC=CC(=C1Cl)C=1C(=C(C=CC1)NC(C1=NC=C(C=C1)CNC[C@H]1NC(CC1)=O)=O)C (S)-N-(3-(2,3-dichloropyridin-4-yl)-2-methylphenyl)-5-((((5-oxopyrrolidin-2-yl)methyl)amino)methyl)picolinamide